2-((4-(7-(4''-(((2-hydroxyethyl)amino)methyl)-3''-methoxy-2,2'-dimethyl-[1,1':3',1''-terphenyl]-3-yl)-[1,2,4]triazolo[4,3-a]pyridin-3-yl)benzyl)amino)ethan-1-ol OCCNCC1=C(C=C(C=C1)C=1C(=C(C=CC1)C1=C(C(=CC=C1)C1=CC=2N(C=C1)C(=NN2)C2=CC=C(CNCCO)C=C2)C)C)OC